BrC1=NC=CC(=C1F)CNCC1OCC1O ((((2-bromo-3-fluoropyridin-4-yl)methyl)amino)methyl)oxetan-3-ol